The molecule is a withanolide saponin that consists of 3-hydroxy-22,26-epoxyergosta-5,24-diene substituted by additonal hydroxy groups at positions 19 and 27, oxo groups at positions 1 and 26 and a beta-D-glucopyranosyl residue at position 3 via a glycodic linkage. It has been isolated from Physalis longifolia. It has a role as a metabolite and a plant metabolite. It is a withanolide saponin, a 19-hydroxy steroid, a 27-hydroxy steroid, a delta-lactone, a beta-D-glucoside, a monosaccharide derivative and an ergostanoid. CC1=C(C(=O)O[C@H](C1)[C@@H](C)[C@H]2CC[C@@H]3[C@@]2(CC[C@H]4[C@H]3CC=C5[C@@]4(C(=O)C[C@@H](C5)O[C@H]6[C@@H]([C@H]([C@@H]([C@H](O6)CO)O)O)O)CO)C)CO